4-amino-2-methylquinoline-6-carboxylic acid dihydrochloride Cl.Cl.NC1=CC(=NC2=CC=C(C=C12)C(=O)O)C